CC1(C(NC2=CN=C(C=C21)C#N)=O)C 3,3-dimethyl-2-oxo-1H-pyrrolo[2,3-c]pyridine-5-carbonitrile